C(/C1=CC=CC=C1)=C/1\C(N(C(C1)=O)CCCC(=O)NO)=O (E)-4-(3-benzylidene-2,5-dioxopyrrolidinyl)-N-hydroxybutyramide